Tert-butyl 4-(2-((3-(2,6-dioxopiperidin-3-yl)-1-methyl-1H-indazol-6-yl)oxy)-acetyl)piperazine-1-carboxylate O=C1NC(CCC1C1=NN(C2=CC(=CC=C12)OCC(=O)N1CCN(CC1)C(=O)OC(C)(C)C)C)=O